(2R,4R)-N-(4-tert-butylphenyl)-1-cyano-N-[2-(cyclohexylamino)-2-oxo-1-(3-pyridyl)ethyl]-4-methyl-pyrrolidine-2-carboxamide C(C)(C)(C)C1=CC=C(C=C1)N(C(=O)[C@@H]1N(C[C@@H](C1)C)C#N)C(C(=O)NC1CCCCC1)C=1C=NC=CC1